C1(CCCCC1)C=1C(=C(C(=PC1)C=O)C1=C(C=CC=C1)C1=C(C=CC=C1OC)OC)C1CCCCC1 dicyclohexyl-(2',6'-dimethoxy[1,1'-biphenyl]-2-yl)phosphiniNal